tert-butyl (18-(3-(but-3-yn-1-yl)-3H-diazirin-3-yl)-15-oxo-3,6,9,12-tetraoxa-16-azaoctadecyl)carbamate C(CC#C)C1(N=N1)CCNC(CCOCCOCCOCCOCCNC(OC(C)(C)C)=O)=O